13-iodo-3-((triisopropylsilyl)ethynyl)-6,7-dihydro-5H-pyrido[3,4-c]pyrimido[5',4':4,5]pyrrolo[1,2-a]azepin-12-amine IC=1C2=C(N3C1C1=C(CCC3)C=C(N=C1)C#C[Si](C(C)C)(C(C)C)C(C)C)N=CN=C2N